ClC=1C=C(C=C(C1)NS(=O)(=O)C)NC(=O)C1=CN(C(=C1)C1=NC=C(C=N1)F)C1CC1 N-(3-chloro-5-(methylsulfonamido)phenyl)-1-cyclopropyl-5-(5-fluoropyrimidin-2-yl)-1H-pyrrole-3-carboxamide